N-ethyl-N-(2-hydroxy-3-sulfopropyl)-3-methoxybenzeneAmine C(C)N(C1=CC(=CC=C1)OC)CC(CS(=O)(=O)O)O